CC(=O)C=C methyl-vinylketone